2-(dicyclohexylphosphino)-2',4',6'-tri-isopropyl-1,1'-biphenyl C1(CCCCC1)P(C1=C(C=CC=C1)C1=C(C=C(C=C1C(C)C)C(C)C)C(C)C)C1CCCCC1